1-((1r,3r)-3-((benzyloxy)methyl)cyclobutyl)-pyrimidine-2,4(1H,3H)-dione C(C1=CC=CC=C1)OCC1CC(C1)N1C(NC(C=C1)=O)=O